8-{3-[(dimethylamino)methyl]phenyl}-N-[(2S)-1-(4-{[5-(3-methyl-1,2-oxazol-5-yl)thiophen-2-yl]sulfonyl}piperazin-1-yl)propan-2-yl]quinazolin-4-amine CN(C)CC=1C=C(C=CC1)C=1C=CC=C2C(=NC=NC12)N[C@H](CN1CCN(CC1)S(=O)(=O)C=1SC(=CC1)C1=CC(=NO1)C)C